1,4-dimethyl-1,8-diaminooctane CC(CCC(CCCCN)C)N